FC(C1NCNC2=CC=C(C=C12)C#N)(F)F 4-(trifluoromethyl)-1,2,3,4-tetrahydroquinazoline-6-carbonitrile